3-(benzyloxy)-2-(2-cyclopropylethoxy)-6-iodopyridine C(C1=CC=CC=C1)OC=1C(=NC(=CC1)I)OCCC1CC1